[NH4+].C(CCCCCCCCCCC(=O)O)(=O)O dodecandioic acid ammonium